ClC1=C(C=NN(C1=O)C1CCN(CC1)C(=O)OC(C)(C)C)NC[C@@H]1COCCC1 tert-butyl (R)-4-(5-chloro-6-oxo-4-(((tetrahydro-2H-pyran-3-yl)methyl)amino)pyridazin-1(6H)-yl)piperidine-1-carboxylate